1-{[2-({4-[2-(2,4-dichlorophenyl)-2-methyl-2H-1,3-benzodioxol-4-yl]piperidin-1-yl}methyl)-5-[5-(trifluoromethyl)-4H-1,2,4-triazol-3-yl]pyridin-3-yl]methyl}cyclopropane-1-carbonitrile ClC1=C(C=CC(=C1)Cl)C1(OC2=C(O1)C=CC=C2C2CCN(CC2)CC2=NC=C(C=C2CC2(CC2)C#N)C2=NN=C(N2)C(F)(F)F)C